Pyrazolo[3,4-b]Indole-5-carbonitrile N1=NC=C2C1=NC1=CC=C(C=C21)C#N